C(CCC)OC(=O)COC(=O)C1C2C3C4C=CC(C3C(C1)C2)C4 8-(n-butoxycarbonylmethyloxycarbonyl)-tetracyclo[4.4.0.12,5.17,10]-3-dodecene